p-TolueneSulfonic acid 4-chloro-D-mandelate ClC1=CC=C([C@H](C(=O)O)O)C=C1.CC1=CC=C(C=C1)S(=O)(=O)O